1-(3-bromo-5-methoxyphenyl)-3-[5-fluoro-2-(2-hydroxyethyl)phenyl]urea BrC=1C=C(C=C(C1)OC)NC(=O)NC1=C(C=CC(=C1)F)CCO